ClC1=CC=C(S1)CNC1=C(C(=NN1C(C(C)(C)C)=O)C1CN(CC1)S(=O)(=O)N1CC(CC1)O)OC 3-(5-{[(5-Chlorothiophen-2-yl)methyl]amino}-1-(2,2-dimethylpropanoyl)-4-methoxy-1H-pyrazol-3-yl)-1-[(3-hydroxypyrrolidin-1-yl)sulfonyl]pyrrolidin